2H-1,4-benzoxazine O1CC=NC2=C1C=CC=C2